1-fluoropyridiniumtrithiate F[N+]1(C(C(=CC=C1)C([O-])=S)C([O-])=S)C([O-])=S